OC=1C=C2C(C=C(NC2=CC1O)C1=CC=C(C=C1)C(C)C)=O 6,7-dihydroxy-2-(4-isopropylphenyl)quinolin-4(1H)-one